C(#N)C=1C=C(C=NC1)NC(=O)NC=1C=NC=2N(C1[C@H](C)OC)N=C(C2)F (S)-1-(5-cyanopyridin-3-yl)-3-(2-fluoro-7-(1-methoxyethyl)pyrazolo[1,5-a]pyrimidin-6-yl)urea